ClCCCCCCSC1=CC2=CC=CC=C2C=C1 2-naphthyl (6-chlorohexyl) sulfide